1-Benzyl-3-(2-oxo-2,3-dihydro-1H-benzo[d]imidazol-5-yl)urea C(C1=CC=CC=C1)NC(=O)NC1=CC2=C(NC(N2)=O)C=C1